C[Si](N(CCC[Si](C)(OCC)OCC)[Si](C)(C)C)(C)C N,N-bis(trimethylsilyl)-3-[diethoxy(methyl)silyl]propanamine